(E)-N-(2-cyano-4-(8-(4,6-dichloro-1-methyl-1H-benzo[d]imidazol-5-yl)indolizine-3-carbonyl)phenyl)-4-(((1r,4r)-4-methoxycyclohexyl)amino)but-2-enamide C(#N)C1=C(C=CC(=C1)C(=O)C1=CC=C2C(=CC=CN12)C1=C(C2=C(N(C=N2)C)C=C1Cl)Cl)NC(\C=C\CNC1CCC(CC1)OC)=O